C(C)=C1CC2C3CC4=CC(=CC=C4OC3C1C2)OC 3-Ethylidene-7-methoxy-2,3,4,4a,9,9a-hexahydro-1H-1,4-methanoxanthene